C(CCCCCCCCCCCCC)OCCCC(CCN)N tetradecyl-oxypropyl-1,3-diaminopropane